C(C1=CC=CC=C1)OC=1C(=C(C(=CC1)C)C1=NC(=CC2=C1N=CN=C2N(C(OC(C)(C)C)=O)CC2=C(C=C(C=C2)OC)OC)F)C tert-butyl (8-(3-(benzyloxy)-2,6-dimethylphenyl)-6-fluoropyrido[3,4-d]pyrimidin-4-yl)(2,4-dimethoxybenzyl)carbamate